(1-methyl-4-(propan-2-ylidene)cyclohexyl)(octadecyl)sulfane CC1(CCC(CC1)=C(C)C)SCCCCCCCCCCCCCCCCCC